C(C=C)C12C=CC(CC1)C2 Allylnorbornen